7-methoxy-6-methyl-9H-pyrimido[4,5-b]indol-4-amine COC1=C(C=C2C3=C(NC2=C1)N=CN=C3N)C